C(C)NC(=N)NC1=C(C=C(C=C1)C1=NNC(CC1C)=O)[N+](=O)[O-] 1-ethyl-3-(4-(4-methyl-6-oxo-1,4,5,6-tetrahydropyridazin-3-yl)-2-nitrophenyl)guanidine